tert-butyl 4-(2-(4-((1S,2S)-1-(2-cyanophenyl)-2-(5-hydroxy-4-(isoxazol-4-ylcarbamoyl)-1-methyl-6-oxo-1,6-dihydropyrimidin-2-yl)propyl)-1H-pyrazol-1-yl)ethyl)piperazine-1-carboxylate C(#N)C1=C(C=CC=C1)[C@H]([C@H](C)C=1N(C(C(=C(N1)C(NC=1C=NOC1)=O)O)=O)C)C=1C=NN(C1)CCN1CCN(CC1)C(=O)OC(C)(C)C